ClC=1C=C2C(=CC(N(C2=NC1C1=C(C=CC=C1)F)C1=C(C=CC=C1)C(C)C)=O)N1[C@H](CN(CC1)C(C=C)=O)C 6-chloro-7-(2-fluorophenyl)-4-((2S)-2-methyl-4-(2-propenoyl)-1-piperazinyl)-1-(2-(2-propanyl)phenyl)-1,8-naphthyridin-2(1H)-one